2,4,5-trimethylhydroquinone CC1=C(O)C=C(C(C1)(O)C)C